CC=1C=C(C=CC1OC)C=1N=C(SC1)CN1C(O[C@]2(C1)C[C@H](CCC2)CN2C=NC1=C2C=C(C=C1)C#N)=O 1-{[(5s,7s)-3-({4-[3-methyl-4-(methoxy)phenyl]-1,3-thiazol-2-yl}methyl)-2-oxo-1-oxa-3-azaspiro[4.5]decan-7-yl]methyl}-1H-benzimidazole-6-carbonitrile